Myristoyl-sarcosine sodium salt [Na+].C(CCCCCCCCCCCCC)(=O)N(C)CC(=O)[O-]